ClC1=NNC(C(=C1)[C@H](C)N1N=C(C=C1)F)=O 1-[(1S)-1-(3-chloro-6-oxo-1H-pyridazin-5-yl)ethyl]-3-fluoro-pyrazol